N1=NC=C(C2=CC=CC=C12)C=1C=C(C(=NC1)OC)NC(C(C=1N(C=CN1)CC1=CC=CC=C1)=O)=O N-(5-(cinnolin-4-yl)-2-methoxypyridin-3-yl)-2-oxo-2-(1-benzylimidazol-2-yl)acetamide